C(CC)C1=C(C=CC=C1)OC1=C(C(=C(C=C1)O)OC1=C(C=CC=C1)CCC)OC1=C(C=CC=C1)CCC tri(propylphenyloxy)phenol